C(CCC)(=O)C1=CC(=C(N=N1)C1=NC=C2C=C(N=CC2=C1)NC(=O)C1CC1)C N-(7-(6-butyryl-4-methylpyridazin-3-yl)-2,6-naphthyridin-3-yl)cyclopropanecarboxamide